BrC1=C(C=C(C=C1C)N)F 4-bromo-3-fluoro-5-methyl-phenylamine